L-citrulline phosphonate P(O)(O)=O.N[C@@H](CCCNC(=O)N)C(=O)O